5-amino-3-fluoro-2-(4-(4-methylpiperazin-1-yl)piperazin-1-yl)phenylbutanol NC=1C=C(C(=C(C1)C(CCC)O)N1CCN(CC1)N1CCN(CC1)C)F